N-((6-(4-fluorophenyl)-4-(2-(2-hydroxyethyl)phenyl)pyridin-3-yl)methyl)acrylamide FC1=CC=C(C=C1)C1=CC(=C(C=N1)CNC(C=C)=O)C1=C(C=CC=C1)CCO